C(C)(C)(C)OC(=O)N[C@@H]1C[C@@H](CC1)C(=O)O (1R,3S)-3-((tert-butoxycarbonyl)amino)cyclopentane-1-carboxylic acid